Cl.FC(C1=CC=2CC3N(CCNC3)C2N=C1)(F)F 3-(trifluoromethyl)-5,5a,6,7,8,9-hexahydropyrido[3',2':4,5]pyrrolo[1,2-a]pyrazine hydrochloride